1-[3-(1-Hydroxyethyl)-6-[5-[[6-(3-methoxyazetidine-1-carbonyl)pyridazin-3-yl]amino]benzimidazol-1-yl]-2-pyridyl]-5-methyl-pyrazole-3-carbonitrile OC(C)C=1C(=NC(=CC1)N1C=NC2=C1C=CC(=C2)NC=2N=NC(=CC2)C(=O)N2CC(C2)OC)N2N=C(C=C2C)C#N